(3R,8S,9aR)-8-(2,3-dichloro-6-hydroxyphenyl)-3-[(1S)-1-hydroxy-2-methylpropyl]-hexahydro-2H-pyrido[1,2-a]pyrazine-1,4-dione ClC1=C(C(=CC=C1Cl)O)[C@@H]1C[C@H]2N(C([C@H](NC2=O)[C@H](C(C)C)O)=O)CC1